BrC1=C(C(=CC=C1)NCCCC)N 3-bromo-N1-butylbenzene-1,2-diamine